C(C)(C)(C)C1=NC=C(C=N1)C(=O)NC=1C(=NC=CC1C1=NC(=CC=C1)F)C1CCC(CC1)(F)F 2-(tert-butyl)-N-(2'-(4,4-difluorocyclohexyl)-6-fluoro-[2,4'-bipyridyl]-3'-yl)pyrimidine-5-carboxamide